ClC1=C(C=C(C(=C1)F)C1=C(C(=C(C(=C1F)F)F)F)F)OC(C(=O)N1[C@@H](CCC1)C(=O)O)C (2-((4-chloro-2',3',4',5',6,6'-hexafluoro-[1,1'-biphenyl]-3-yl)oxy)propanoyl)-L-proline